CN(C1=CC2=CC=CC=C2C=C1)C N,N-dimethylnaphthalene-2-amine